BrCCCCCCCCCCCOC(\C=C(\CCCCCC)/CCCC)=O.C1(=CC=CC=C1)[As](C1=CC=CC=C1)C1=CC=CC=C1 triphenyl-arsine 11-bromoundecyl-(E)-3-butylnon-2-enoate